C(C)(C)(C)OC(=O)N1CCC(CC1)C1=CC=C(C=C1)N(CCC(=O)OCC)C(N)=O.CN([C@@H](CC1=CC=C(C(=O)N)C=C1)CN1C(C2=CC=CC=C2C1=O)=O)C (S)-4-(2-(dimethylamino)-3-(1,3-dioxoisoindolin-2-yl)propyl)benzamide tert-butyl-4-[4-[carbamoyl-(3-ethoxy-3-oxo-propyl)amino]phenyl]piperidine-1-carboxylate